(S)-N-(1-(2,4-difluorophenyl)ethyl)-2-(5-fluoro-2,4-dioxo-1,4-dihydroquinazolin-3(2H)-yl)acetamide FC1=C(C=CC(=C1)F)[C@H](C)NC(CN1C(NC2=CC=CC(=C2C1=O)F)=O)=O